5-(benzyloxy)-2-methyl-N-(tetrahydrofuran-3-yl)benzofuran-3-carboxamide C(C1=CC=CC=C1)OC=1C=CC2=C(C(=C(O2)C)C(=O)NC2COCC2)C1